COC1=CC=C(C=C1)C(OC[C@@H](C(=O)N1CCC(CC1)CO)NC(CCOCCOCCOCCOCCNC(CCCCCCCCCCCCCCC)=O)=O)(C1=CC=CC=C1)C1=CC=C(C=C1)OC N-[2-[2-[2-[2-[3-[[(1S)-1-[[bis(4-methoxyphenyl)-phenyl-methoxy]methyl]-2-[4-(hydroxymethyl)-1-piperidyl]-2-oxo-ethyl]amino]-3-oxo-propoxy]ethoxy]ethoxy]ethoxy]ethyl]hexadecanamide